C(C)(=O)N1[C@H](CCC2=CC(=CC=C12)C1=CC=C(CN(C(OC(C)(C)C)=O)CC2=C(C=3N=C(N=C(C3S2)N2CCOCC2)C=2C=NC(=NC2)N)C)C=C1)C tert-butyl (S)-(4-(1-acetyl-2-methyl-1,2,3,4-tetrahydroquinolin-6-yl)benzyl)((2-(2-aminopyrimidin-5-yl)-7-methyl-4-morpholinothieno[3,2-d]pyrimidin-6-yl)methyl)carbamate